2-((3-((dimethylamino)methyl)azetidine-1-carbonyl)oxy)propane-1,3-diyl dipalmitate C(CCCCCCCCCCCCCCC)(=O)OCC(COC(CCCCCCCCCCCCCCC)=O)OC(=O)N1CC(C1)CN(C)C